C(C=C)(=O)O.C(CCCCCCCCCCC)C(C(=O)N)=C dodecyl-acrylamide acrylate